[N+](=O)([O-])COC=1C(=CC=CC1)OC nitroveratrol